CN1N=CC(=C1)C=1C=C2CC(CC2=CC1)NC1=NC=C(C=N1)C1=NN=C(O1)CC(=O)N1CC2=C(CC1)NN=N2 2-(5-(2-((5-(1-methyl-1H-pyrazol-4-yl)-2,3-dihydro-1H-inden-2-yl)amino)pyrimidin-5-yl)-1,3,4-oxadiazol-2-yl)-1-(1,4,6,7-tetrahydro-5H-[1,2,3]triazolo[4,5-c]pyridin-5-yl)ethan-1-one